dithiadiazole S1SNN=C1